NC=1NC(C=C(N1)C1=NN(C=C1CC1=C(C=CC=C1)Br)C)=O 2-amino-4-[4-[(2-bromophenyl)methyl]-1-methyl-pyrazol-3-yl]-1H-pyrimidin-6-one